(3-bromo-2-methyl-phenyl)-(3,3-dimethyl-cyclohexyl)-amine BrC=1C(=C(C=CC1)NC1CC(CCC1)(C)C)C